FC1=C(ON(P(=O)(N)N)OC2=CC=C(C=C2)Cl)C(=C(C(=C1F)F)F)F (S)-(2,3,4,5,6-pentafluoro-phenoxy)-(p-chlorophenoxy)-phosphoramide